CS(=O)(=O)N1CCC(CC1)C(=O)N (methansulfonyl)piperidine-4-carboxamide